5-({[1-(4-Chloro-2-fluorophenyl)cyclopropyl]carbonyl}amino)-3-fluoro-2-(1-isopropyl-1H-pyrazol-4-yl)benzoic acid ClC1=CC(=C(C=C1)C1(CC1)C(=O)NC=1C=C(C(=C(C(=O)O)C1)C=1C=NN(C1)C(C)C)F)F